BrC=1C=C(C=C(C1O)OC)C=NN1C(SC=C1C=1C=CC(=C(C(=O)N)C1)O)=NCCCC 5-(3-{[(3-bromo-4-hydroxy-5-methoxyphenyl)methylidene]amino}-2-(butylimino)-2,3-dihydro-1,3-thiazol-4-yl)-2-hydroxybenzamide